C(CCC)OC(=O)C=1SC(=CC1CC)N 5-amino-3-ethyl-2-thiophenecarboxylic acid butyl ester